N1(N=CC=C1)C1=CC=C(C=C1)[C@@H]1CN(CC[C@H]1CC1=C2C=CNC2=C(C=C1C)C)CCC(F)F 4-(((3R,4R)-3-(4-(1H-pyrazol-1-yl)phenyl)-1-(3,3-difluoropropyl)piperidin-4-yl)methyl)-5,7-dimethyl-1H-indole